nipecotamide N1CC(C(=O)N)CCC1